O=C(C(=O)O)C=O 2,3-dioxopropanoic acid